C(C)(=O)N1CC2(CC2C(=O)O)CC1 5-acetyl-5-azaspiro[2.4]heptane-1-carboxylic acid